C(#N)C1CN(CCC1)CCOC1=CC=2N(C=C1)C(=CN2)C2=CC(=C(C(=O)NC1CC1)C(=C2)OC)OC(F)F 4-[7-[2-(3-cyano-1-piperidyl)ethoxy]imidazo[1,2-a]pyridin-3-yl]-N-cyclopropyl-2-(difluoromethoxy)-6-methoxy-benzamide